FC=1C=C(C=C(C1)N)N 5-fluoro-1,3-phenylenediamine